1-(Cyclopropylmethyl)-7-(dimethylamino)indole-2-carboxylic acid ethyl ester C(C)OC(=O)C=1N(C2=C(C=CC=C2C1)N(C)C)CC1CC1